N1=C(C=CC=C1NC1=NNC2=CC(=CC=C12)F)C1=NC=CC=C1 N-([2,2'-bipyridyl]-6-yl)-6-fluoro-1H-indazol-3-amine